C(C)(=O)NC=1C(=C(C=CC1)N1C=C(C=CC1=O)C(=O)OC)F methyl 1-(3-acetamido-2-fluoro-phenyl)-6-oxo-pyridine-3-carboxylate